N-(3-aminopropyl)-3-(6-(2-(dimethylamino)ethoxy)-1H-benzo[d]imidazol-2-yl)-1H-indazole-5-carboxamide NCCCNC(=O)C=1C=C2C(=NNC2=CC1)C1=NC2=C(N1)C=C(C=C2)OCCN(C)C